FC=1C=C(C=CC1NC(C)=O)C1=C(C(=CC=C1)C1=CC(=NC=C1)F)OC N-(3-fluoro-3'-(2-fluoropyridin-4-yl)-2'-methoxy-[1,1'-biphenyl]-4-yl)acetamide